CC(COC1=CC=C(C(=O)O)C=C1)=C 4-[(2-methyl-2-propen-1-yl)oxy]Benzoic acid